(2S)-2-[(5-Chloro-8-hydroxy-1-oxo-3,4-dihydroisochromene-7-carbonyl)amino]-3-phenylpropanoic acid ClC1=C2CCOC(C2=C(C(=C1)C(=O)N[C@H](C(=O)O)CC1=CC=CC=C1)O)=O